sodium methyl-2-sulfolaurate COC(C(CCCCCCCCCC)S(=O)(=O)O)=O.[Na]